COC(C1=CN=C(C=C1)NC1=CC(=CC(=C1)C1CCCCC1)C1CCCCC1)=O 6-((3,5-dicyclohexylphenyl)amino)nicotinic acid methyl ester